tert-butyl 6-(2-(dimethylamino)-2-oxoethyl)-3-(hydroxymethyl)-1H-indole-1-carboxylate CN(C(CC1=CC=C2C(=CN(C2=C1)C(=O)OC(C)(C)C)CO)=O)C